2-hexyl-1-decyl phosphate dibutylethanolamine salt C(CCC)N(CCO)CCCC.P(=O)(OCC(CCCCCCCC)CCCCCC)(O)O